((2R,3S,4R,5R)-5-(4-aminopyrrolo[2,1-f][1,2,4]triazin-7-yl)-5-cyano-3,4-dihydroxytetrahydrofuran-2-yl)methyl ((R)-2-((2,6-difluorobenzyl)oxy)-3-(octadecyloxy)propyl) hydrogen phosphate P(=O)(OC[C@H]1O[C@@]([C@@H]([C@@H]1O)O)(C#N)C1=CC=C2C(=NC=NN21)N)(OC[C@@H](COCCCCCCCCCCCCCCCCCC)OCC2=C(C=CC=C2F)F)O